1-(4-(4,4-dimethylpiperidin-1-yl)phenyl)-5,7-difluoro-1H-indazol-6-ol CC1(CCN(CC1)C1=CC=C(C=C1)N1N=CC2=CC(=C(C(=C12)F)O)F)C